C(C1=CC=CC=C1)OC1=C(N2C(C3=C(C=CC=C13)Br)=NC=N2)C(=O)NCC(=O)OCC ethyl 2-[(6-benzyloxy-10-bromo-[1,2,4]triazolo[5,1-a]isoquinoline-5-carbonyl)amino]acetate